(2-Dimethylaminoethyl)lithium CN(CC[Li])C